(2-cyanoethoxymethyl)methane C(#N)CCOCC